CN1C[C@H]([C@@H](CC1)NC1=NN2C(C=N1)=CC=C2C2=NC=C(C=C2)C)O (3R,4R)-1-methyl-4-((7-(5-methylpyridin-2-yl)pyrrolo[2,1-f][1,2,4]triazin-2-yl)amino)piperidin-3-ol